2-methoxyethyl 4-((3-(2-cyanoethoxy)cyclopentyl)amino)-1H-pyrrolo[2,3-b]pyridine-5-carboxylate C(#N)CCOC1CC(CC1)NC1=C2C(=NC=C1C(=O)OCCOC)NC=C2